COC(=O)C1=CNC(=C1)C1=NC=C(C=C1O)F.COC1=CC=C(C=C1)C(=C)NC(C)=O N-(1-(4-methoxyphenyl)vinyl)acetamide methyl-5-(5-fluoro-3-hydroxypyridin-2-yl)-1H-pyrrole-3-carboxylate